BrCC(C[C@@]1(NC[C@H](C1)F)C(=O)OC)O Methyl (2S,4S)-2-(3-bromo-2-hydroxypropyl)-4-fluoropyrrolidine-2-carboxylate